hydrochloric acid tert-butyl-7-(pyrrolidin-1-yl)-2-azaspiro[3.5]non-6-ene-2-carboxylate C(C)(C)(C)OC(=O)N1CC2(C1)CC=C(CC2)N2CCCC2.Cl